NC1=C2N=CN(C2=NC=N1)C[C@@H](C)OCP(OCCOCCCCCCCCCCCCC#CC1CCC1)(O)=O 2-((14-cyclobutyltetradec-13-yn-1-yl)oxy)ethyl hydrogen ((((R)-1-(6-amino-9H-purin-9-yl)propan-2-yl)oxy)methyl)phosphonate